5-fluoro-N,N-diisopropyl-2-((4-(7-(piperidin-4-ylmethyl)-2,7-diazaspiro[3.5]nonane-2-yl)pyrimidin-5-yl)oxy)benzamide hydrochloride Cl.FC=1C=CC(=C(C(=O)N(C(C)C)C(C)C)C1)OC=1C(=NC=NC1)N1CC2(C1)CCN(CC2)CC2CCNCC2